FC=1C=C(C=CC1N1CCC(CC1)CO)C1C(NC(CC1)=O)=O 3-[3-fluoro-4-[4-(hydroxymethyl)-1-piperidyl]phenyl]piperidine-2,6-dione